[Si](C)(C)(C(C)(C)C)OCC1=CC=C(CN2C3=C(C(=CC2=O)C2=CC=CC=C2)SC(=C3)C3=CC=C(C=C3)N(CC)CC)C=C1 4-(4-(((tert-Butyldimethylsilyl)oxy)methyl)benzyl)-2-(4-(diethylamino)phenyl)-7-phenylthieno[3,2-b]pyridin-5(4H)-one